(S)-2-fluoro-1-phenyl-ethyl (1-methyl-4-(5-(methylsulfonamido) pyridin-2-yl)-1H-1,2,3-triazol-5-yl)carbamate CN1N=NC(=C1NC(O[C@H](CF)C1=CC=CC=C1)=O)C1=NC=C(C=C1)NS(=O)(=O)C